C1(CCCCC1)CN1CCCCC1 (cyclohexylmethyl)piperidin